tert-Butyl 4-[(6-bromo-5-chloro-4-oxo-quinazolin-3-yl)methyl]piperidine-1-carboxylate BrC=1C(=C2C(N(C=NC2=CC1)CC1CCN(CC1)C(=O)OC(C)(C)C)=O)Cl